Benzyl 4-((((1R,3r,5S)-3-(5-((1R,2S)-2-fluorocyclopropyl)isoxazole-3-carboxamido)-8-azabicyclo[3.2.1]octan-8-yl)sulfonyl)methyl)piperidine-1-carboxylate F[C@@H]1[C@H](C1)C1=CC(=NO1)C(=O)NC1C[C@H]2CC[C@@H](C1)N2S(=O)(=O)CC2CCN(CC2)C(=O)OCC2=CC=CC=C2